icosyl α-chloroacrylate ClC(C(=O)OCCCCCCCCCCCCCCCCCCCC)=C